C=1N=CN2C1C1=CC=CC=C1[C@H]2[C@@H]2[C@](CC2)(O)C (1S,2R)-2-((R)-5H-Imidazo[5,1-a]isoindol-5-yl)-1-methylcyclobutan-1-ol